C1=NC(=C2C(=N1)N(C=N2)[C@H]3[C@@H]([C@@H]([C@H](O3)COP(=O)([O-])OC(=O)[C@H](CO)N)O)O)N The molecule is an organophosphate oxoanion obtained by removal of the proton from the phosphate group of L-seryl-AMP. It derives from an adenosine 5'-monophosphate. It is a conjugate base of a L-seryl-AMP.